(S)-2-(3-(2-(3-Methoxyazetidin-1-yl)ethyl)-6-oxo-4-cyclopropylpyridazine-1(6H)-yl)-4-methylpentanamide COC1CN(C1)CCC1=NN(C(C=C1C1CC1)=O)[C@H](C(=O)N)CC(C)C